5-(6-methyl-5-(1-(1-phenylethyl)-1H-pyrrol-3-yl)pyridazin-3-yl)pyrimidine-2,4(1H,3H)-dione CC1=C(C=C(N=N1)C=1C(NC(NC1)=O)=O)C1=CN(C=C1)C(C)C1=CC=CC=C1